C(C)(C)(C)C1=CC(=NC=C1)C1=CC(=CC=2C3=C(OC21)C=2C=CC=CC2C=C3)O 10-(4-(tert-butyl)pyridin-2-yl)-naphtho[1,2-b]benzofuran-8-ol